4-bromo-2,6-di-tert-butylphenoxid BrC1=CC(=C([O-])C(=C1)C(C)(C)C)C(C)(C)C